acryloxyoctadecyldichloromethylsilane C(C=C)(=O)OCCCCCCCCCCCCCCCCCC[SiH2]C(Cl)Cl